2-bromofuran-3-carbonitrile BrC=1OC=CC1C#N